tert-Butyl ethyl((2S,4R)-1-((R)-10-((2-oxo-4-phenylpyridin-1(2H)-yl)methyl)-7-azaspiro[4.5]decane-7-carbonyl)-2-phenylpiperidin-4-yl)carbamate C(C)N(C(OC(C)(C)C)=O)[C@H]1C[C@H](N(CC1)C(=O)N1CC2(CCCC2)[C@@H](CC1)CN1C(C=C(C=C1)C1=CC=CC=C1)=O)C1=CC=CC=C1